(17E)-5,8,15-trimethyl-21-tetrahydropyran-2-yl-11-oxa-4,5,8,13,14,20,21-heptazapentacyclo[17.5.2.02,6.012,16.022,26]hexacosa-1(25),2(6),3,12(16),14,17,19,22(26),23-nonaene CN1N=CC=2C=3C=CC=4N(N=C(/C=C/C=5C(=NNC5OCCN(CC12)C)C)C4C3)C3OCCCC3